FC(C(=O)O)(F)F.NC=1C=2N(C=C(N1)C(F)(F)F)C(=CN2)C=2C=C(C=CC2C)C(CNC(C2=CC=CC=C2)=O)(C(F)(F)F)O N-(2-(3-(8-amino-6-(trifluoromethyl)imidazo[1,2-a]pyrazin-3-yl)-4-methylphenyl)-3,3,3-trifluoro-2-hydroxypropyl)benzamide trifluoroacetate salt